(3R,4S)-4-fluoro-3-methyl-piperidine-1-carboxylic acid tert-butyl ester C(C)(C)(C)OC(=O)N1C[C@H]([C@H](CC1)F)C